CN1N=CC2=CC=C(C(=C12)C1=C2C(=NC(=C1C#N)O)CC(OC2)(C)C)C 4-(1,6-dimethyl-1H-indazol-7-yl)-2-hydroxy-7,7-dimethyl-7,8-dihydro-5H-pyrano[4,3-b]pyridine-3-carbonitrile